methoxy-5-(2-((2R,5S)-5-methyl-2-(2-(1-methylpiperidin-4-yl)quinolin-7-yl)piperidin-1-yl)-2-oxoacetamido)nicotinamide COC1=C(C(=O)N)C=C(C=N1)NC(C(=O)N1[C@H](CC[C@@H](C1)C)C1=CC=C2C=CC(=NC2=C1)C1CCN(CC1)C)=O